O\N=C(\CC)/C1=CC(=C(C=N1)C=1C=2N(C3=C(C1)N=C(S3)NC(=O)C3CC3)N=CN2)C (Z)-N-(5-(6-(1-(hydroxyimino)propyl)-4-methylpyridin-3-yl)thiazolo[4,5-e][1,2,4]triazolo[1,5-a]pyridin-2-yl)cyclopropanecarboxamide